(R)-6-(3-fluoropyrrolidin-1-yl)nicotinic acid F[C@H]1CN(CC1)C1=NC=C(C(=O)O)C=C1